C(C)C(CO)C(CCC)O.C(C)C(CO)C(CCC)O.C(C)C(CO)C(CCC)O.C(C)C(CO)C(CCC)O.[Ti] titanium tetra(2-ethyl-1,3-hexanediol)